tert-butyl [(S)-1-(4-bromophenyl)-2-methylpropyl]carbamate BrC1=CC=C(C=C1)[C@H](C(C)C)NC(OC(C)(C)C)=O